ClC=1C(=C(C=CC1)CNC=1C2=C(N=CN1)C=CC(=N2)O[C@@H]2CN(CC2)C(=O)OC(C)(C)C)F tert-butyl (3S)-3-[4-[(3-chloro-2-fluoro-phenyl)methylamino]pyrido[3,2-d]pyrimidin-6-yl]oxypyrrolidine-1-carboxylate